FC=1C=C(C[NH3+])C=CC1 3-fluorobenzyl-ammonium